N-{2-[(3R)-3-(aminomethyl)piperidin-1-yl]-4-phenoxy-3-(trifluoromethyl)phenyl}-2-(pyridazin-4-yl)-1,3-thiazole-4-carboxamide NC[C@@H]1CN(CCC1)C1=C(C=CC(=C1C(F)(F)F)OC1=CC=CC=C1)NC(=O)C=1N=C(SC1)C1=CN=NC=C1